Aziridine carbamate C(N)(O)=O.N1CC1